ClCC1=NC=2C(=NC=C(C2)C#N)N1C[C@H]1OCC1 (S)-2-(chloromethyl)-3-(oxetan-2-ylmethyl)-3H-imidazo[4,5-b]pyridine-6-carbonitrile